N[C@@H](CCC(=O)N[C@@H](CS)C(=O)NCC(=O)O)C(=O)O N-(N-L-γ-glutamyl-L-cysteinyl)-glycine